C(C)(C)(C)OC(=O)N1C[C@@H](OC[C@@](C1)(C)O)CO[Si](C1=CC=CC=C1)(C1=CC=CC=C1)C(C)(C)C (2R,6S)-2-(((tert-butyldiphenylsilyl)oxy)methyl)-6-hydroxy-6-methyl-1,4-Oxaazepane-4-carboxylic acid tert-butyl ester